CN([C@@H](COC(C)=O)C(=O)OCC1C(C1)CO)C(=O)OC(C)(C)C (cyclopropane-1,2-diyl)dimethanol methyl-O-acetyl-N-(tert-butoxycarbonyl)-L-serinate